(R)-5-bromo-N-(8,9-difluoro-6-oxo-1,4,5,6-tetrahydro-2H-pyrano[3,4-c]isoquinolin-1-yl)-N-methyl-1H-pyrrolo[2,3-b]pyridine-2-carboxamide BrC=1C=C2C(=NC1)NC(=C2)C(=O)N(C)[C@H]2COCC=1NC(C=3C=C(C(=CC3C12)F)F)=O